Tert-butyl (4S)-5-amino-4-[4-[(4-formylphenyl)methoxy]-1-oxo-isoindolin-2-yl]-5-oxo-pentanoate NC([C@H](CCC(=O)OC(C)(C)C)N1C(C2=CC=CC(=C2C1)OCC1=CC=C(C=C1)C=O)=O)=O